C1(CCCCCCCCCCC(=O)OCCCO1)=O trimethylene dodecanedioate